tert-butyl (((1r,4r)-4-(hydroxymethyl)cyclohexyl)methyl)carbamate OCC1CCC(CC1)CNC(OC(C)(C)C)=O